4-[(4-[(5-methyl-1H-pyrazol-3-yl)amino]-6-(trifluoromethyl)pyrimidin-2-yl)amino]adamantan-1-ol CC1=CC(=NN1)NC1=NC(=NC(=C1)C(F)(F)F)NC1C2CC3(CC(CC1C3)C2)O